4-(4-(3-(Hydroxymethyl)-1-methyl-1H-1,2,4-triazol-5-yl)pyrimidin-2-yl)piperazine-1-carboxylic acid tert-butyl ester C(C)(C)(C)OC(=O)N1CCN(CC1)C1=NC=CC(=N1)C1=NC(=NN1C)CO